Methyl-((((1S,4R)-4-(2-amino-6-chloro-9H-purin-9-yl)cyclopent-2-en-1-yl)methoxy) (4-chlorophenoxy)phosphoryl)-L-alaninat CN([C@@H](C)C(=O)[O-])P(=O)(OC1=CC=C(C=C1)Cl)OC[C@@H]1C=C[C@@H](C1)N1C2=NC(=NC(=C2N=C1)Cl)N